[Si](C)(C)(C(C)(C)C)OC=1C(=C(C(=CC1)Cl)C1=C(C(=NC(=N1)NC1=CC(=C(C=C1)OCCCN1CCOCC1)C)OC)C(=O)N)C (3-((tert-butyldimethylsilyl)oxy)-6-chloro-2-methylphenyl)-4-methoxy-2-((3-methyl-4-(3-morpholinopropoxy)phenyl)amino)pyrimidine-5-carboxamide